3-cyclopropyl-3,8-diazabicyclo[3.2.1]octan-2-one C1(CC1)N1C(C2CCC(C1)N2)=O